C(CCC)OCCOCCOCCOC1OC1 2-{2-[2-(2-Butoxyethoxy)-ethoxy]-ethoxy}-oxiran